NC1=NC=CC2=C(C=CC=C12)NCC12N(CC(C1)(C2)COC2=CC(N(C=C2)C)=O)S(=O)(=O)CCC2=CC=CC=C2 4-[[1-[[(1-aminoisoquinolin-5-yl)amino]methyl]-2-(2-phenylethylsulfonyl)-2-azabicyclo[2.1.1]hexan-4-yl]methoxy]-1-methylpyridin-2-one